N-((7-fluoro-6-hydroxy-1H-indol-2-yl)methyl)-1-methylcyclopropane-1-carboxamide FC=1C(=CC=C2C=C(NC12)CNC(=O)C1(CC1)C)O